2-((1r,4r)-4-hydroxycyclohexylamino)-4-(3-(trifluoromethyl)bicyclo[1.1.1]pentan-1-ylamino)pyrimidine-5-carboxamide OC1CCC(CC1)NC1=NC=C(C(=N1)NC12CC(C1)(C2)C(F)(F)F)C(=O)N